ClC1=CC=C(C=C1)SC1=C(C(=O)NC2=NC=C(C=N2)C2CCCC2)C=C(C=C1)[N+](=O)[O-] 2-[(4-chlorophenyl)sulfanyl]-N-(5-cyclopentylpyrimidin-2-yl)-5-nitrobenzamide